7-Chloro-6-fluoro-1-(4-(morpholinomethyl)phenyl)-1,4-dihydrothiochromeno[4,3-c]pyrazole-3-carboxylic acid ethyl ester 5,5-dioxide C(C)OC(=O)C=1C2=C(N(N1)C1=CC=C(C=C1)CN1CCOCC1)C=1C=CC(=C(C1S(C2)(=O)=O)F)Cl